2(3H)-benzothiazolethione S1C(NC2=C1C=CC=C2)=S